[Si](C)(C)(C(C)(C)C)O[C@@H]([C@@H](CO)C)C (2R,3R)-3-((tert-butyldimethylsilyl)oxy)-2-methylbutan-1-ol